ClC1=CC=C(C=C1)N1C=NC=2C1=NC(=CC2)C2=CC=C(C=C2)NC(=O)NCCN(C)C 1-(4-(3-(4-chlorophenyl)-3H-imidazo[4,5-b]pyridin-5-yl)phenyl)-3-(2-(dimethylamino)ethyl)urea